(3-((6,7-dimethoxyquinazolin-4-yl)amino)propyl)phosphonic acid COC=1C=C2C(=NC=NC2=CC1OC)NCCCP(O)(O)=O